N1=C(N=CN=C1)NC1=C(C=C(C#N)C=C1)C#N 4-((1,3,5-triazin-2-yl)amino)isophthalonitrile